N-(4-(5-amino-8-methyl-3-(4-(pyrimidin-2-yloxy)phenyl)-imidazo[1,2-c]pyrimidin-2-yl)phenyl)acrylamide NC1=NC=C(C=2N1C(=C(N2)C2=CC=C(C=C2)NC(C=C)=O)C2=CC=C(C=C2)OC2=NC=CC=N2)C